4-(2-((4-carboxybutyryl)oxy)ethoxy)-3-(benzenesulfonyl)-1,2,5-oxadiazole-2-oxide C(=O)(O)CCCC(=O)OCCOC=1C(=[N+](ON1)[O-])S(=O)(=O)C1=CC=CC=C1